CN1C2=C(OC[C@@H](C1=O)NC(C(=O)NCCC1=CC=CC=C1)=O)C=CC(=C2)C#CCN2CCOCC2 (S)-N1-(5-methyl-7-(3-morpholinoprop-1-yn-1-yl)-4-oxo-2,3,4,5-tetrahydrobenzo[b][1,4]oxazepin-3-yl)-N2-phenethyloxalamide